C1(CC1)C1=NC=NC(=C1C=1N=CC2=C(N1)C(=NN2C)CC2=CC=C(C=C2)C=2N(C=C(N2)C(F)(F)F)C)OC 5-(4-cyclopropyl-6-methoxy-pyrimidin-5-yl)-1-methyl-3-[[4-[1-methyl-4-(trifluoromethyl)imidazol-2-yl]phenyl]methyl]pyrazolo[4,3-d]pyrimidine